C(C1=CC=C(C(=O)O)C=C1)(=O)O.C(CCCO)O.C(CCCO)O bis1,4-butanediol terephthalate